C(C)N1C(C=NC2=CC=CC=C12)=O N-ethylquinoxaline-2(1H)-one